(S)-(5-Fluoropyridin-3-yl)((2R,5S)-5-(((1r,4S)-4-methoxycyclohexyl)-methyl)pyrrolidin-2-yl)methanol dihydrochloride Cl.Cl.FC=1C=C(C=NC1)[C@H](O)[C@@H]1N[C@@H](CC1)CC1CCC(CC1)OC